fluoro-quinolinone FC=1C(NC2=CC=CC=C2C1)=O